C(N)(=O)C=1C(=CC(=C(C1)NC([C@H](C(C1CC1)C1CC1)NC(OC(C)(C)C)=O)=O)F)C(C=O)CNCC(F)(F)F tert-butyl ((2S)-1-((5-carbamoyl-2-fluoro-4-(1-oxo-((2,2,2-trifluoroethyl)amino)propan-2-yl)phenyl)amino)-3,3-dicyclopropyl-1-oxopropan-2-yl)carbamate